8-bromo-7-methyl-chroman-6-amine BrC=1C(=C(C=C2CCCOC12)N)C